O1COC2=C1C=CC(=C2)C=2OC(=C(N2)CC2=CC=C(C=C2)OC2=CC=C(C=C2)F)C 2-(benzo[d][1,3]dioxol-5-yl)-4-(4-(4-fluorophenoxy)benzyl)-5-methyloxazole